1-(4-Propenoyl-1-piperazinyl)-4-benzyl-6-chloro-7-(5-methyl-1H-indazol-4-yl)phthalazine C(C=C)(=O)N1CCN(CC1)C1=NN=C(C2=CC(=C(C=C12)C1=C2C=NNC2=CC=C1C)Cl)CC1=CC=CC=C1